ethyl 2-bromo-2-tetrahydropyran-4-yl-acetate BrC(C(=O)OCC)C1CCOCC1